C(C)(C)C1(C2CCC(C1)C2)N C2-exo-isopropylbicyclo[2.2.1]heptan-2-amine